1-tert-Butoxycarbonyl-2,3-dihydropyrrole C(C)(C)(C)OC(=O)N1CCC=C1